BrC1=CN=CC(=N1)NCC1CC1 6-bromo-N-(cyclopropylmethyl)pyrazin-2-amine